C[C@@H]1N(CCCC1)C(=O)C1[C@H]2CN(C[C@@H]12)C1CC2(C1)CN(CC2)C(=O)OCC ethyl 2-[(1r,5S,6r)-6-{[(2S)-2-methylpiperidin-1-yl] carbonyl}-3-azabicyclo[3.1.0]hex-3-yl]-6-azaspiro[3.4]octane-6-carboxylate